C(C)OCCN(CCC(C(=O)O)NC(=O)C=1C=NNC1C(F)(F)F)CCCCC1=NC=2NCCCC2C=C1 4-[2-ethoxyethyl-[4-(5,6,7,8-tetrahydro-1,8-naphthyridin-2-yl)butyl]amino]-2-[[5-(trifluoromethyl)-1H-pyrazole-4-carbonyl]amino]butanoic acid